tert-butyl 4-(4-methyl-3-oxo-pentanethioyl)piperazine-1-carboxylate CC(C(CC(=S)N1CCN(CC1)C(=O)OC(C)(C)C)=O)C